(S)-2,6-difluoro-4-(2-(2-methylazetidin-1-yl)-6,7-dihydro-5H-cyclopenta[d]pyrimidin-4-yl)benzamide FC1=C(C(=O)N)C(=CC(=C1)C=1C2=C(N=C(N1)N1[C@H](CC1)C)CCC2)F